N(=[N+]=[N-])C=1C=CC(OC1)C(=O)O.CC1=CC=C(C=C1)S(=O)(=O)O 4-Methylbenzenesulfonic acid 5-azidopyranate